FC1=CC=CC2=C1C(NS2(=O)=O)=O 4-fluorobenzo[d]isothiazol-3(2H)-one 1,1-dioxide